bromonaphthalenyl acetate C(C)(=O)OC1=C(C=CC2=CC=CC=C12)Br